O1CCC(CC1)N1N=CC=2C=NC(=CC21)N 1-(tetrahydro-2H-pyran-4-yl)-1H-pyrazolo[4,3-c]pyridin-6-amine